BrC=1C(=CC2=CC=CC=C2C1)C1=C(N=C2N1C=CC(=C2)CCl)C2=NC=CC=C2 3-(3-bromonaphthalen-2-yl)-7-(chloromethyl)-2-(pyridin-2-yl)imidazo[1,2-a]pyridine